((S)-(pentane-1,5-diylbis(oxy)) bis(2-((S)-2-(((tert-butyldimethylsilyl) oxy) methyl)-4-methyl-2,3-dihydro-1H-pyrrole-1-carbonyl)-4-methoxy-5,1-phenylene)) dicarbamate C(N)(OC1=C(C=C(C(=C1)OCCCCCOC=1C(=CC(=C(C1)OC(N)=O)C(=O)N1[C@@H](CC(=C1)C)CO[Si](C)(C)C(C)(C)C)OC)OC)C(=O)N1[C@@H](CC(=C1)C)CO[Si](C)(C)C(C)(C)C)=O